α-methylene-N-methylpyrrolidone CN1CCC(=C)C1=O